NC=1C=C2C(=NC(N(C2=CC1)C)=O)NC(C)(C1=NC=CC=N1)C 6-amino-1-methyl-4-[(1-methyl-1-pyrimidin-2-yl-ethyl)amino]quinazolin-2-one